Methyl (S)-4-(1-(1-(3-(3-((methylsulfonyl)oxy)propyl)benzyl)-6-(trifluoromethyl)-2,3-dihydro-1H-imidazo[1,2-b]pyrazole-7-carboxamido)ethyl)benzoate CS(=O)(=O)OCCCC=1C=C(CN2CCN3N=C(C(=C32)C(=O)N[C@@H](C)C3=CC=C(C(=O)OC)C=C3)C(F)(F)F)C=CC1